C1(CCCC1)C1=C(C=C(C=C1)NC(C1=C(C=CC(=C1)[N+](=O)[O-])SC1=NN=NN1C)=O)C(=O)N1CCOCC1 N-[4-cyclopentyl-3-(morpholine-4-carbonyl)phenyl]-2-[(1-methyl-1H-1,2,3,4-tetrazol-5-yl)sulfanyl]-5-nitrobenzamide